(S)-quinuclidin-3-yl (2,2-dimethyl-5-(4-(trifluoromethyl)phenyl)-2,3-dihydro-1H-inden-1-yl)carbamat CC1(C(C2=CC=C(C=C2C1)C1=CC=C(C=C1)C(F)(F)F)NC(O[C@@H]1CN2CCC1CC2)=O)C